ClC1=C(C=CC=C1)NC(C1=CC=C(C=C1)NC1=NC(=NC=C1F)NC1=CC=C(C=C1)C(NN1CCC(CC1)CCN1C[C@@H](N(CC1)C1=CC=C(C=C1)C1C(NC(CC1)=O)=O)C)=O)=O N-(2-chlorophenyl)-4-[[2-[4-[[4-[2-[(3S)-4-[4-(2,6-dioxo-3-piperidyl)phenyl]-3-methyl-piperazin-1-yl]ethyl]-1-piperidyl]carbamoyl]anilino]-5-fluoro-pyrimidin-4-yl]amino]benzamide